N-((5-fluoro-1,3-dihydroisobenzofuran-4-yl)methyl)-8-(quinolin-8-yl)-[1,2,4]triazolo[4,3-c]pyrimidin-5-amine FC=1C(=C2COCC2=CC1)CNC1=NC=C(C=2N1C=NN2)C=2C=CC=C1C=CC=NC21